CN1C=C(C2=CC=CC=C12)C=1C(NC2=CC=C(C=C2C1)C1=CC=C(C=C1)N1CCN(CC1)C(C)C)=O 3-(1-methyl-1H-indol-3-yl)-6-{4-[4-(propan-2-yl)piperazin-1-yl]phenyl}-1,2-dihydroquinolin-2-one